NCCN(C(OCC1=CC=CC=C1)=O)CCNC(CCOCCOCCC(=O)OCC)=O ethyl 4-(2-aminoethyl)-3,8-dioxo-1-phenyl-2,11,14-trioxa-4,7-diazaheptadecan-17-oate